N-(5-((tert-butyldimethylsilyl)oxy)-4-(phenylthio)pentyl)-4-methylbenzenesulfonamide [Si](C)(C)(C(C)(C)C)OCC(CCCNS(=O)(=O)C1=CC=C(C=C1)C)SC1=CC=CC=C1